FC(OC1=C(C=C(C(=O)NC=2SC=CN2)C=C1)N1N=C(C=2C=NC(=CC21)C=2C=NN1C2N=CC=C1)C)F 4-(difluoromethoxy)-3-(3-methyl-6-(pyrazolo[1,5-a]pyrimidin-3-yl)-1H-pyrazolo[4,3-c]pyridin-1-yl)-N-(thiazol-2-yl)benzamide